4-(tertiary butyl)-o-phenylenediamine C(C)(C)(C)C1=CC(=C(C=C1)N)N